O[C@H](CC(=O)O)CCCCCCC (S)-3-hydroxydecanoic acid